Lauric Acid (Dodecanoate) C(CCCCCCCCCCC)(=O)O.C(CCCCCCCCCCC)(=O)O